C12(C(=O)CC(CC1)C2(C)C)C (rac)-Camphor